(S)-4-((4-(3,4-dimethylpiperazin-1-yl)-3-(3-methoxybenzamido)phenyl)ethynyl)benzoic acid C[C@H]1CN(CCN1C)C1=C(C=C(C=C1)C#CC1=CC=C(C(=O)O)C=C1)NC(C1=CC(=CC=C1)OC)=O